(S)-2-(2-(1,1-dioxo-3-oxo-3,4-dihydro-2H-benzo[e][1,2,4]thiadiazin-2-yl)acetamido)-N-(4-methoxyphenyl)-N-methyl-3-phenylpropionamide O=S1(N(C(NC2=C1C=CC=C2)=O)CC(=O)N[C@H](C(=O)N(C)C2=CC=C(C=C2)OC)CC2=CC=CC=C2)=O